N[C@@H](CCCCNC([C@H](CCCCNC(CC[C@H](NC(CCCCCCCCCCCCCCCCC(OC(C)(C)C)=O)=O)C(=O)OC(C)(C)C)=O)NC(=O)OC(C)(C)C)=O)C(=O)O (23S,32S,39S)-39-amino-23-(tert-butoxycarbonyl)-32-((tert-butoxycarbonyl)amino)-2,2-dimethyl-4,21,26,33-tetraoxo-3-oxa-22,27,34-triazatetracontan-40-oic acid